COC=1N(C(N(N1)C(=O)OC1=CC=CC=C1)=O)C 5-methoxy-4-methyl-2-phenoxycarbonyl-2,4-dihydro-1,2,4-triazol-3-one